dimethyl 1-(3-chlorophenyl)-4,4-dimethyl-5-oxo-4,5-dihydro-1H-pyrrole-2,3-dicarboxylate ClC=1C=C(C=CC1)N1C(=C(C(C1=O)(C)C)C(=O)OC)C(=O)OC